6-bromo-4-chloro-1-(tetrahydro-2H-pyran-2-yl)-5-(1-(4,4,5,5-tetramethyl-1,3,2-dioxaborolan-2-yl)cyclopropyl)-1H-indazole BrC1=C(C(=C2C=NN(C2=C1)C1OCCCC1)Cl)C1(CC1)B1OC(C(O1)(C)C)(C)C